COC(=O)C1=NN(C2=NC=NC(=C21)N)C2CCC(CC2)(F)F 4-amino-1-(4,4-difluorocyclohexyl)-1H-pyrazolo[3,4-d]pyrimidine-3-carboxylic acid methyl ester